6-(2-methoxy-4-morpholinophenyl)-3-(pyridin-4-yl)-N4-(tetrahydro-2H-pyran-4-yl)-1H-pyrazolo[3,4-d]pyrimidine-4,6-diamine COC1=C(C=CC(=C1)N1CCOCC1)C1(N=C(C=2C(=N1)NNC2C2=CC=NC=C2)NC2CCOCC2)N